NC([C@H](CCC(=O)OCCCC)N1C(C2=CC=C(C=C2C1)Br)=O)=O butyl (S)-5-amino-4-(5-bromo-1-oxoisoindolin-2-yl)-5-oxopentanoate